FC=1C=2N(C=C(C1)NC(=O)C=1N=CC(=NC1)N1CC3(C1)CN(CCC3)C(=O)OC(C)(C)C)C=C(N2)C tert-butyl 2-(5-((8-fluoro-2-methylimidazo[1,2-a]pyridin-6-yl)carbamoyl)pyrazin-2-yl)-2,6-diazaspiro[3.5]nonane-6-carboxylate